ClC=1C=CC=C2[C@H](CCOC12)NC(NC1=NN(C=C1)C=1C=C(C(=O)NC)C=CC1)=O (S)-3-(3-(3-(8-chlorochroman-4-yl)ureido)-1H-pyrazol-1-yl)-N-methylbenzamide